5-(1-(2,2-difluoroethyl)-4-fluoro-2-methyl-1H-benzo[d]imidazol-6-yl)-N-((3R,4S)-3-fluoro-1-methylpiperidin-4-yl)-4-methoxypyrrolo[2,1-f][1,2,4]triazin-2-amine FC(CN1C(=NC2=C1C=C(C=C2F)C=2C=CN1N=C(N=C(C12)OC)N[C@@H]1[C@@H](CN(CC1)C)F)C)F